CC1(CCCC2CCCCC12)OC(=O)C1C2C=CC(C1)C2 5-(1-methyldecahydronaphthalene-1-yloxycarbonyl)-bicyclo[2.2.1]hept-2-ene